Tert-butyl (3S)-3-(4-{3-[(2,2-dimethylpropanoyl)oxy]-8-(2-fluoro-4-methylphenyl)-6,7-dihydro-5H-benzo[7]annulen-9-yl}phenoxy)pyrrolidine-1-carboxylate CC(C(=O)OC1=CC2=C(C(=C(CCC2)C2=C(C=C(C=C2)C)F)C2=CC=C(O[C@@H]3CN(CC3)C(=O)OC(C)(C)C)C=C2)C=C1)(C)C